BrC1=CC=C(C=C1)[C@H](C)N (S)-1-(4-bromophenyl)ethylamine